(E)-1-(2-ethoxyethoxy)-3-(2-nitrovinyl)benzene C(C)OCCOC1=CC(=CC=C1)\C=C\[N+](=O)[O-]